C(C)(C)(C)OC(=O)N[C@H]1COCC[C@H]1NC1=C(C2=C(C(=N1)Cl)C(N(C2)C(=O)OC(C)(C)C)=O)F tert-Butyl 6-((3R,4R)-3-(tert-butoxycarbonylamino)tetrahydro-2H-pyran-4-ylamino)-4-chloro-7-fluoro-3-oxo-1H-pyrrolo[3,4-c]pyridine-2(3H)-carboxylate